2-benzyl-1,4,7-trimethyl-1,4,7-triazacyclononane C(C1=CC=CC=C1)C1N(CCN(CCN(C1)C)C)C